N-(3-chloro-5-(methylsulfonamido)phenyl)-4,5-difluorobenzo[b]thiophene-2-carboxamide ClC=1C=C(C=C(C1)NS(=O)(=O)C)NC(=O)C1=CC2=C(S1)C=CC(=C2F)F